FC=1C=C(C=C2C=NNC12)C1N(CC(CC1)C)C(C(=O)NC=1C=C(C(=NC1)NC(OC(C)(C)C)=O)C)=O tert-butyl (5-(2-(2-(7-Fluoro-1H-indazol-5-yl)-5-methylpiperidin-1-yl)-2-oxoacetamido)-3-methylpyridin-2-yl)carbamate